6-chloro-2,2-dimethylfuro[3,2-b]pyridin-3(2H)-one ClC=1C=C2C(=NC1)C(C(O2)(C)C)=O